C(C)(C)(C)OC(=O)C1=C(C=NN1C)C1=NC=C(C=N1)Br 4-(5-bromopyrimidin-2-yl)-1-methyl-1H-pyrazole-5-carboxylic acid tert-butyl ester